2-(6'-((2-(1-(Cyclopropylsulfonyl)-1H-pyrazol-4-yl)pyrimidin-4-yl)amino)-4'-((1-(2,2-difluoroethyl)piperidin-4-yl)amino)-[2,3'-bipyridin]-5-yl)propan-2-ol C1(CC1)S(=O)(=O)N1N=CC(=C1)C1=NC=CC(=N1)NC1=CC(=C(C=N1)C1=NC=C(C=C1)C(C)(C)O)NC1CCN(CC1)CC(F)F